C1(=CC=CC=C1)C1C(C1C1=CC=CC=C1)P(C1CCCCC1)C1CCCCC1 2,3-Trans-Di-Phenylcyclopropyldicyclohexylphosphine